2'-O-2-Propen-1-yluridine C(C=C)O[C@H]1[C@@H](O[C@@H]([C@H]1O)CO)N1C(=O)NC(=O)C=C1